3-(4-methoxyphenyl)bicyclo[1.1.1]pentane-1-carbaldehyde COC1=CC=C(C=C1)C12CC(C1)(C2)C=O